6-[(2S)-2-amino-1,1-difluoropropyl]-7-methyl-N-[(thiophen-2-yl)methyl]thieno[3,2-c]pyridazin-4-amine N[C@H](C(F)(F)C1=C(C=2N=NC=C(C2S1)NCC=1SC=CC1)C)C